COCCN 2-methoxy-ethyl-amine